C(#C)C=1C=NC=C(C1)N1CC(CC1)C 3-ethynyl-5-(3-methylpyrrolidin-1-yl)pyridine